4-(di-methylamino)pyridine CN(C1=CC=NC=C1)C